FC1(C(COCC1)NC(C1=NC(=CC(=C1)C)N1C=NC=C1)=O)F N-(4,4-difluorotetrahydro-2H-pyran-3-yl)-6-(1H-imidazol-1-yl)-4-methylpicolinamide